NC(CC1=C(C=2N=NC=C(C2S1)NCC=1SC=CC1)C)(C)C 6-(2-amino-2-methylpropyl)-7-methyl-N-[(thiophen-2-yl)methyl]thieno[3,2-c]pyridazin-4-amine